C(CCCCCCCCCCCCCCC)OC(=O)OOC(=O)OCCCCCCCCCCCCCCCC.C(C)OC1=CC=C(C=C1)[Si](C)(C)CCCC1=CC(=C(C=C1)F)OC1=CC=CC=C1 4-ethoxyphenyl-[3-(4-fluoro-3-phenoxyphenyl)propyl]dimethylsilane dicetyl-peroxydicarbonate